2-methoxyacridin-9(10H)-one COC1=CC=2C(C3=CC=CC=C3NC2C=C1)=O